C(C)(C)(C)OC(=O)NC1CCC2=C(C=CC(=C12)CN1C(NC(C2=C1C=CN2C(=O)OC(C)(C)C)=O)=S)Cl tert-butyl 1-((3-((tert-butyloxycarbonyl)amino)-7-chloro-2,3-Dihydro-1H-inden-4-yl)methyl)-4-oxo-2-thioxo-1,2,3,4-tetrahydro-5H-pyrrolo[3,2-d]pyrimidine-5-carboxylate